FC(C1=NN=C(O1)C1=CC=2N(C=C1)C=C(N2)CN(S(=O)(=O)C2CCN(CC2)C(C(F)(F)F)=O)C2=CC=CC=C2)F N-((7-(5-(difluoromethyl)-1,3,4-oxadiazol-2-yl)imidazo[1,2-a]pyridin-2-yl)methyl)-N-phenyl-1-(2,2,2-trifluoroacetyl)piperidine-4-sulfonamide